NC1=NC=CC(=C1)C1=CNC=2N=CN=C(C21)NCC2=NC(=CC(=C2)C(F)(F)F)N2C[C@H](N[C@H](C2)C)C 5-(2-aminopyridin-4-yl)-N-((6-((3R,5S)-3,5-dimethylpiperazin-1-yl)-4-(trifluoromethyl)pyridin-2-yl)methyl)-7H-pyrrolo[2,3-d]pyrimidin-4-amine